N[C@H](CCCOC1=CC=C(C(=C1CN1C2=NC=NC(=C2N=C1)N)Cl)Cl)COC (R)-9-(6-((4-amino-5-methoxypentyl)oxy)-2,3-dichlorobenzyl)-9H-purin-6-amine